CC(C)(C)C trimethyl-ethane